methoxypentoxysilane calcium-copper silicate [Si]([O-])([O-])([O-])[O-].[Cu+2].[Ca+2].COCCCCCO[SiH3]